NC1=C(C(=O)OC)C=C(C(=C1)C(=O)OC)NC Dimethyl 2-amino-5-(methylamino)terephthalate